tetraphenylnaphthalene-2,6-diamine C1(=CC=CC=C1)C1=C2C(=C(C(=C(C2=CC=C1N)C1=CC=CC=C1)N)C1=CC=CC=C1)C1=CC=CC=C1